N-(5-methoxypyridin-3-yl)acetamid Diethyl-(1-cyanoethyl)phosphonate C(C)OP(OCC)(=O)C(C)C#N.COC=1C=C(C=NC1)NC(C)=O